1-(1-dodecyl)-3-octyl-imidazole C(CCCCCCCCCCC)N1CN(C=C1)CCCCCCCC